C(C=C)(=O)N1CC2C=3C(=NN(C3CCN2C(=O)[O-])C2=CC=C(C=C2)C(C)C)OC(C1)C 7-acryloyl-2-(4-isopropylphenyl)-9-methyl-2,3,4,5a,6,7,8,9-octahydro-5H-10-oxa-1,2,5,7-tetraazacycloocta[cd]indene-5-carboxylate